COC(C1=C(C=C(C=C1C)OCC1=CC=CC=C1)N(C)CC1=CC=CC=C1)=O.[N+](=O)([O-])C1=NC=C(C=C1)C(=C)C 2-nitro-5-(prop-1-en-2-yl)pyridine methyl-2-(benzyl(methyl)amino)-4-(benzyloxy)-6-methylbenzoate